tert-butyl 2-[[(2E)-3-[4-[1-(4-[3-amino-6-[2-(methoxymethoxy)phenyl]pyridazin-4-yl]-1H-pyrazol-1-yl)ethyl]phenyl]prop-2-en-1-yl]oxy]acetate NC=1N=NC(=CC1C=1C=NN(C1)C(C)C1=CC=C(C=C1)/C=C/COCC(=O)OC(C)(C)C)C1=C(C=CC=C1)OCOC